N-(4-hydroxyphenyl)-5-((4-(4-methyl-2-(methylamino)thiazol-5-yl)pyrimidin-2-yl)amino)-1H-indole-2-carboxamide OC1=CC=C(C=C1)NC(=O)C=1NC2=CC=C(C=C2C1)NC1=NC=CC(=N1)C1=C(N=C(S1)NC)C